2-iodo-4,5-dimethoxyaniline IC1=C(N)C=C(C(=C1)OC)OC